C1(=CC=C(C=C1)OC1C2C3C4C=CC(C3C(C1)C2)C4)C 8-(p-tolyloxy)-tetracyclo[4.4.0.12,5.17,10]-3-dodecene